cis-2-[4-(1-methyl-1H-pyrazol-5-yl)piperidin-1-yl]-6-azaspiro[3.4]octane-6-carboxylic acid ethyl ester citrate hydrate O.C(CC(O)(C(=O)O)CC(=O)O)(=O)O.C(C)OC(=O)N1CC2(CC(C2)N2CCC(CC2)C2=CC=NN2C)CC1